dodecyl-dimethyl-hydroxyethyl-ammonium-butyl-phosphate salt C(CCC)OP(=O)([O-])[O-].C(CCCCCCCCCCC)[N+](CCO)(C)C.C(CCCCCCCCCCC)[N+](C)(C)CCO